3-((2-cyclopropoxyethyl)amino)-1H-pyrrole C1(CC1)OCCNC1=CNC=C1